1-(Dimethylamino)-3-methyl-1-oxobutan-2-yl (2S)-2-amino-3-(3-{[3-(4-fluorophenoxy)-3-(5-fluoropyridin-2-yl)azetidin-1-yl]sulfonyl}phenyl)propanoate dihydrochloride Cl.Cl.N[C@H](C(=O)OC(C(=O)N(C)C)C(C)C)CC1=CC(=CC=C1)S(=O)(=O)N1CC(C1)(C1=NC=C(C=C1)F)OC1=CC=C(C=C1)F